CC(CO)(C)C 2-methyl-(isobutanol)